N'-[2,5-dimethyl-4-(o-tolylmethyl)phenyl]-N-ethyl-N-methyl-formamidine CC1=C(C=C(C(=C1)CC1=C(C=CC=C1)C)C)N=CN(C)CC